C(C)OC(=O)C=1N=C2N(C=C(N=C2NCC2(CCN(CC2)C(=O)OC(C)(C)C)F)C2=C(C=NC=C2)F)C1 8-[(1-tert-Butoxycarbonyl-4-fluoro-piperidin-4-ylmethyl)-amino]-6-(3-fluoro-pyridin-4-yl)-imidazo[1,2-a]pyrazine-2-carboxylic acid ethyl ester